(R)-4-ethoxy-6-((5-(6-fluoro-2-methylpyridin-3-yl)-7-(2-(2-methylazetidin-1-yl)ethyl)-1-oxo-3,4-dihydroisoquinolin-2(1H)-yl)methyl)nicotinonitrile C(C)OC1=CC(=NC=C1C#N)CN1C(C2=CC(=CC(=C2CC1)C=1C(=NC(=CC1)F)C)CCN1[C@@H](CC1)C)=O